bis-tert-butylimidazo[1,2-B]pyridazin-6-ylaminobenzoate C(C)(C)(C)C1=C(C(=C(C(=O)[O-])C=C1)NC=1C=CC=2N(N1)C=CN2)C(C)(C)C